Benzyl 2-[(3-bromo-2-fluorophenyl)methyl]-3-oxopyrrolidine-1-carboxylate BrC=1C(=C(C=CC1)CC1N(CCC1=O)C(=O)OCC1=CC=CC=C1)F